chlorobenzene hydrogen chloride Cl.ClC1=CC=CC=C1